3,8-diazabicyclo[4.2.0]octane-3-carboxylic acid tert-butyl ester C(C)(C)(C)OC(=O)N1CC2NCC2CC1